tantalum-antimony [Sb].[Ta]